CC1(OCC(O1)C(=O)O)C 2,2-Dimethyl-1,3-dioxolane-4-carboxylic acid